1-(5-bromo-2-(1-fluoro-3-hydroxypropan-2-yloxy)phenyl)ethanone BrC=1C=CC(=C(C1)C(C)=O)OC(CF)CO